C(C)(=O)O[C@@]1(CC[C@H]2[C@@H]3CCC4=CC(CCC4=C3[C@H](C[C@]12C)C1=CC=C(C=C1)N(C)CCCCCO)=O)C(C)=O (8S,11R,13S,14S,17R)-17-acetyl-11-(4-((5-hydroxypentyl)(methyl)amino)-phenyl)-13-methyl-3-oxo-2,3,6,7,8,11,12,13,14,15,16,17-dodecahydro-1H-cyclopenta[a]phenanthren-17-yl acetate